3-glycidoxypropylmethylmethyldiethoxysilane C(C1CO1)OCCCC(C)O[Si](OCC)(C)C